CN1C(OC2=C1C=CC=C2)=O 3-methylbenzo[d]oxazol-2(3H)-one